tert-butyl (2R,5S)-4-(7-(3-fluorophenyl)-5-methyl-7H-pyrrolo[2,3-d]pyrimidin-4-yl)-2,5-dimethylpiperazine-1-carboxylate FC=1C=C(C=CC1)N1C=C(C2=C1N=CN=C2N2C[C@H](N(C[C@@H]2C)C(=O)OC(C)(C)C)C)C